C(C(C)(C)C)OP(O)(=O)CCC(=O)NO (3-(hydroxyamino)-3-oxopropyl)phosphonic acid hydrogen neopentyl ester